CC1=C(NC2=NOC3=C2C=CC=C3)C=CC=C1C1=CC=CC=C1 3-(2-methyl-3-phenylanilino)benzisoxazole